C1(=CC=C(C=C1)C=1C(=C(C(C1C1=CC=CC=C1)=O)C1=CC=CC=C1)C1=CC=CC=C1)C=1C(=C(C(C1C1=CC=CC=C1)=O)C1=CC=CC=C1)C1=CC=CC=C1 4,4'-(1,4-phenylene)-bis-(2,3,5-triphenylcyclopenta-2,4-dien-1-one)